trans-4-(tert-butoxycarbonyl)cyclohexane-1-carboxylic acid C(C)(C)(C)OC(=O)[C@@H]1CC[C@H](CC1)C(=O)O